OC1C(OC2=CC(=CC(=C2C1=O)O)O)C1=CC=C(C=C1)O 3,5,7,4'-tetrahydroxyflavanone